5-(4-amino-2,6-difluoro-phenoxy)-2-methyl-benzonitrile NC1=CC(=C(OC=2C=CC(=C(C#N)C2)C)C(=C1)F)F